N=1C=C(N2C1CNCC2)C=2C=C1C=C(N=CC1=CC2)NC(=O)C2CCN(CC2)CC2(CC2)C(F)(F)F N-(6-(5,6,7,8-tetrahydroimidazo[1,2-a]pyrazin-3-yl)isoquinolin-3-yl)-1-((1-(trifluoromethyl)cyclopropyl)methyl)piperidine-4-carboxamide